OC1=C(C=O)C(=CC(=C1C=O)C)C 2-hydroxy-4,6-dimethyl-isophthalaldehyde